3-(1,2,3,4-tetrahydronaphthalen-2-yl)-1H-pyrazolo[3,4-d]pyrimidin-4-amine C1C(CCC2=CC=CC=C12)C1=NNC2=NC=NC(=C21)N